O=C1NC2C(N1)CSC2CCCCC(=O)O 5-(2-oxo-1,3,3a,4,6,6a-hexahydrothieno[3,4-d]imidazol-4-yl)pentanoic acid